CC=1C(=CC=CC1N=C=O)N=C=O 2,6-tolylene diisocyanate